ClC1=CC(=C(C=C1)C1=CC(=NC2=NC(=C(N=C21)C)C)C=2CCOC(C2)C=2C=NN(C2)C2CC2)F 8-(4-chloro-2-fluorophenyl)-6-(6-(1-cyclopropyl-1H-pyrazol-4-yl)-3,6-dihydro-2H-pyran-4-yl)-2,3-dimethylpyrido[2,3-b]Pyrazine